5-amino-N-(3-cyano-4-methyl-1H-indol-7-yl)-1-(2-hydroxy-1,1-dimethyl-ethyl)pyrazole-4-sulfonamide NC1=C(C=NN1C(CO)(C)C)S(=O)(=O)NC=1C=CC(=C2C(=CNC12)C#N)C